4-[(Z)-3-[4-(2-Carboxyethylsulfamoyl)phenyl]-3-oxoprop-1-enyl]benzoic acid C(=O)(O)CCNS(=O)(=O)C1=CC=C(C=C1)C(\C=C/C1=CC=C(C(=O)O)C=C1)=O